FC(C(=O)O)(F)F.FC(C(=O)O)(F)F.NC1=CC=C(C(=N1)C)CNC([C@H](C)NC(=O)[C@@H]1NC[C@H](C1)CC1=CC(=NO1)Br)=O (2R,4R)-N-((S)-1-(((6-amino-2-methylpyridin-3-yl)methyl)amino)-1-oxopropan-2-yl)-4-((3-bromoisoxazol-5-yl)methyl)pyrrolidine-2-carboxamide di-trifluoroacetate